C(C1=CC=CC=C1)OC1=C(C=C2C=NN(C2=C1F)C=1C=NC(=NC1)N1CCN(CC1)S(=O)(=O)C)F 6-(Benzyloxy)-5,7-difluoro-1-(2-(4-(methylsulfonyl)piperazin-1-yl)pyrimidin-5-yl)-1H-indazole